(S)-1-ethyl-6-((4-((2-hydroxy-1-phenylethyl)amino)-5-(1,2,4-oxadiazol-5-yl)pyridin-2-yl)amino)-1,2-dihydro-3H-pyrazolo[3,4-b]pyridin-3-one C(C)N1NC(C=2C1=NC(=CC2)NC2=NC=C(C(=C2)N[C@H](CO)C2=CC=CC=C2)C2=NC=NO2)=O